N[C@H]1CCC2=CC(=CC=C12)N1C(=NC=2C1=NC(=CC2)C#N)C=2C(=NC=CC2)N (S)-3-(1-amino-2,3-dihydro-1H-inden-5-yl)-2-(2-aminopyridin-3-yl)-3H-imidazo[4,5-b]pyridine-5-carbonitrile